5-(aminomethyl)-2-[3-(4-chlorophenyl)phenyl]-1,4-oxazepan-3-one NCC1NC(C(OCC1)C1=CC(=CC=C1)C1=CC=C(C=C1)Cl)=O